N-(2-(3-(5-isopropoxy-4-(trifluoromethyl)pyridin-2-yl)-1,2,4-thiadiazol-5-ylamino)pyridin-3-yl)-N-methylacetamide C(C)(C)OC=1C(=CC(=NC1)C1=NSC(=N1)NC1=NC=CC=C1N(C(C)=O)C)C(F)(F)F